2,3-dichloro-N-[(1s,4s)-4-{[2-(trifluoromethyl)quinolin-4-yl]amino}cyclohexyl]benzamide tert-butyl-4-[[3-(4-piperidyloxy)cyclobutyl]methoxy]piperidine-1-carboxylate C(C)(C)(C)OC(=O)N1CCC(CC1)OCC1CC(C1)OC1CCNCC1.ClC1=C(C(=O)NC2CCC(CC2)NC2=CC(=NC3=CC=CC=C23)C(F)(F)F)C=CC=C1Cl